3-[1-[[3,5-bis(trifluoromethyl)benzoyl]amino]ethyl]-N-(1-cyano-1-methyl-ethyl)pyrazine-2-carboxamide FC(C=1C=C(C(=O)NC(C)C=2C(=NC=CN2)C(=O)NC(C)(C)C#N)C=C(C1)C(F)(F)F)(F)F